CN1CN(C=CC1)C 1,3-dimethyl-1,6-dihydropyrimidine